CN(C(NCCC[C@H](N)C(=O)O)=N)C ω,ω-dimethylarginine